C1(CC1)S(=O)(=O)NC1=C(C=CC=C1)NC=1C=C(N=NC1C(NC([2H])([2H])[2H])=O)NC(OC)=O methyl (5-((2-(cyclopropanesulfonamido)phenyl)amino)-6-((methyl-d3)carbamoyl)pyridazin-3-yl)carbamate